9-(2'-decyltetradecanoyloxy)nonanal C(CCCCCCCCC)C(C(=O)OCCCCCCCCC=O)CCCCCCCCCCCC